1-[4-(3-pyridinyl)thiazol-2-yl]-1-[3-(trifluoromethyl)phenyl]Urea N1=CC(=CC=C1)C=1N=C(SC1)N(C(=O)N)C1=CC(=CC=C1)C(F)(F)F